The molecule is a cyclic ketone that is 3-hydroxycyclohex-2-en-1-one substituted by a N-[2-(4-chlorophenoxy)propoxy]butanimidoyl group at position 2 and by a thian-3-yl group at position 5. It is a herbicide used for the control of grass weeds in rice. It has a role as a herbicide and an EC 6.4.1.2 (acetyl-CoA carboxylase) inhibitor. It is an oxime O-ether, a member of monochlorobenzenes, an aromatic ether, an enol, an organosulfur heterocyclic compound and a cyclic ketone. CCC/C(=N\\OCC(C)OC1=CC=C(C=C1)Cl)/C2=C(CC(CC2=O)C3CCCSC3)O